C1=CSC(=C1)C(=O)CCC(=O)O The molecule is a 4-oxo monocarboxylic acid that is butyric acid bearing oxo and 2-thienyl groups at position 4. It has a role as a hapten. It is a member of thiophenes and a 4-oxo monocarboxylic acid. It derives from a butyric acid.